C(C)C(COC(CCSC1=NC(=CC(=C1)OCC1=CC=CC=C1)F)=O)CCCC.O=C1N(C(C=C1)=O)CCC(=O)NCCOCCOCCOCCOCC#C 3-(2,5-dioxo-2,5-dihydro-1H-pyrrol-1-yl)-N-(3,6,9,12-tetraoxapentadec-14-yn-1-yl)propionamide 2-ethylhexyl-3-[(4-benzyloxy-6-fluoro-2-pyridyl)sulfanyl]propanoate